(1r,2r)-2-(pyrrolidin-1-yl)cyclopentan-1-ol N1(CCCC1)[C@H]1[C@@H](CCC1)O